N[C@H](C)C1=CC2=C(NC(=N2)[C@@H](N[S@](=O)C(C)(C)C)C2CCC(CC2)(F)F)C=C1 (R)-N-((S)-(5-((R)-1-Aminoethyl)-1H-benzo[d]imidazol-2-yl)(4,4-difluorocyclohexyl)methyl)-2-methylpropane-2-sulfinamide